2,4-dimethoxy-5-[1-(2,2,2-trifluoroethyl)imidazol-4-yl]pyrimidine COC1=NC=C(C(=N1)OC)C=1N=CN(C1)CC(F)(F)F